methyl (1R,2S,3S,6R,7S)-4-azatricyclo[5.2.1.0^{2,6}]dec-8-ene-3-carboxylate hydrochloride Cl.[C@H]12[C@@H]3[C@H](NC[C@@H]3[C@H](C=C1)C2)C(=O)OC